COC1=C(C=C(C=C1)C)C1(OCC(C1)C1=CC=CC=C1)C(=O)O 2-(2-methoxy-5-methyl-phenyl)-4-phenyltetrahydrofuran-2-carboxylic acid